4-((S)-1-((R)-4-((4'-hydroxy-[1,1'-biphenyl]-3-yl)methyl)morpholine-3-carboxamido)ethyl)benzoic acid OC1=CC=C(C=C1)C1=CC(=CC=C1)CN1[C@H](COCC1)C(=O)N[C@@H](C)C1=CC=C(C(=O)O)C=C1